ClC1=C(C=C(C(=O)N2CCC3(CN4N([C@@H](CC4)C4=CC(=CC(=C4)F)F)C3=O)CC2)C=C1)F (S)-1-(4-chloro-3-fluorobenzoyl)-7'-(3,5-difluorophenyl)dihydro-1'H,3'H,5'H-spiro[piperidine-4,2'-pyrazolo[1,2-a]pyrazol]-1'-one